C[C@@H]1CN(C[C@@H](O1)C)C(=O)C=1C2=C(N(N1)CC(=O)N1CCC(CC1)C1=C(C(=C(C=C1)OC)C)C)CCC2 2-{3-[(2R,6S)-2,6-Dimethylmorpholin-4-carbonyl]-5,6-dihydrocyclopenta[c]pyrazol-1(4H)-yl}-1-[4-(4-methoxy-2,3-dimethylphenyl)piperidin-1-yl]ethan-1-on